FC1=C(C=NS(=O)C(C)(C)C)C=C(C=C1)F N-(2,5-difluorobenzylidene)-2-methylpropan-2-sulfinamide